C(C=C)(=O)N1CC(CC1)(C1=C(C(=CC=C1)Cl)C)NC1=CC=C2C(N(C(C2=C1)=O)CC(F)(F)F)(C)C 6-((1-Acryloyl-3-(3-chloro-2-methylphenyl)pyrrolidin-3-yl)amino)-3,3-dimethyl-2-(2,2,2-trifluoroethyl)isoindolin-1-one